OC[C@H](C1=CC=CC=C1)NC1=CC(=NC=C1C1=NC(=NO1)C12CCN(CC1)CC2)NC2=NC=1CC(NC(C1C=C2)=O)(C)C (S)-2-((4-((2-hydroxy-1-phenylethyl)amino)-5-(3-(quinuclidin-4-yl)-1,2,4-oxadiazol-5-yl)pyridin-2-yl)amino)-7,7-dimethyl-7,8-dihydro-1,6-naphthyridin-5(6H)-one